4-methyl-N-[[(2R,5S)-3-oxo-2-(4-phenoxyphenyl)-1,4-thiazepan-5-yl]methyl]thiadiazole-5-carboxamide CC=1N=NSC1C(=O)NC[C@H]1NC([C@H](SCC1)C1=CC=C(C=C1)OC1=CC=CC=C1)=O